2-isopropyl-4-hydroxy-5-pyrimidinecarboxylic acid C(C)(C)C1=NC=C(C(=N1)O)C(=O)O